BrC1=C(C=C(C=C1)S(=O)(=O)NC1CCC(CC1)C#N)C 4-bromo-N-((1s,4s)-4-cyanocyclohexyl)-3-methylbenzenesulfonamide